chloro-6-(trifluoromethyl)pyridine ClC1=NC(=CC=C1)C(F)(F)F